C(C)(C)C=1C=CC2=C(C1)C1(C(N(C3=CC=CC=C13)C)=O)C1(O2)C(N(C2=CC=CC=C21)C)=O 5'-Isopropyl-1,1''-dimethyldispiro[indoline-3,2'-benzofuran-3',3''-indoline]-2,2''-dione